FC=1C=C2NC=CC2=C2CCC(N(CC(OCCC(C3=CN=C(C=4C(=CC=C(OC12)C4)F)N3)(C3=CC=CC=C3)C)(C)C)C)=O 23,29-Difluoro-6,10,10,12-tetramethyl-6-phenyl-9,25-dioxa-3,12,20,31-tetrazapentacyclo[24.3.1.12,5.016,24.017,21]hentriaconta-1(30),2,4,16,18,21,23,26,28-nonaen-13-one